4-[[5-(4-chloro-2-methyl-phenoxy)-4-methyl-3-pyridinyl]methyl]-3-fluoro-N-(methylsulfamoyl)pyridin-2-amine ClC1=CC(=C(OC=2C(=C(C=NC2)CC2=C(C(=NC=C2)NS(NC)(=O)=O)F)C)C=C1)C